O[C@H]1[C@H](C[C@@H]2C(C[C@H]3[C@@H]4CC[C@H]([C@@H](CCCC(C)(C)C)C)[C@]4(CC[C@@H]3[C@]2(C1)C)C)=O)O 2a,3a-dihydroxy-25-methyl-5a-cholestan-6-one